5-bromo-1-butyl-N,N-dimethyl-1H-pyrrolo[2,3-c]pyridine-2-carboxamide BrC=1C=C2C(=CN1)N(C(=C2)C(=O)N(C)C)CCCC